4-[(2-Carbamoyl-6-pyridin-4-yl-imidazo[1,2-a]pyrazin-8-ylamino)-methyl]-4-hydroxy-piperidine-1-carboxylic acid tert-butyl ester C(C)(C)(C)OC(=O)N1CCC(CC1)(O)CNC=1C=2N(C=C(N1)C1=CC=NC=C1)C=C(N2)C(N)=O